C(C1=CC=CC=C1)OC(=O)N1CC2(C(C1)NC(=O)OC(C)(C)C)OCC=CC2 4-[[(tert-butoxy)carbonyl]amino]-6-oxa-2-azaspiro[4.5]dec-8-ene-2-carboxylic acid benzyl ester